1-(4-bromo-2-ethoxy-6-fluorophenyl)ethan-1-ol BrC1=CC(=C(C(=C1)F)C(C)O)OCC